4'-(4-tolyl)-2,2':6',2''-terpyridine C1(=CC=C(C=C1)C1=CC(=NC(=C1)C1=NC=CC=C1)C1=NC=CC=C1)C